FC([C@@H](C(F)F)N)(F)F 1,1,1,3,3-Pentafluoro-(2R)-2-Propanamine